C(C(=O)OCC)(=O)OCCC(CC(CC(C)C)=C)C 3,7-dimethyl-5-methyleneoctyl ethyl oxalate